N4-ethyl-N2-(2-methoxy-4-(morpholinosulfonyl)phenyl)-7H-pyrrolo[2,3-d]pyrimidine-2,4-diamine 2,2,2-trifluoroacetate FC(C(=O)O)(F)F.C(C)NC=1C2=C(N=C(N1)NC1=C(C=C(C=C1)S(=O)(=O)N1CCOCC1)OC)NC=C2